NC1=CSC=2N1C(C(=C(N2)C2=CC=C(C=C2)C(C)(C)C)C#N)=O 3-amino-7-(4-tert-butylphenyl)-5-oxo-5H-thiazolo[3,2-a]pyrimidine-6-carbonitrile